1-((methyl-sulfonyl)methyl)-4-(4,4,5,5-tetramethyl-1,3,2-dioxaborolan-2-yl)-1H-pyrazole CS(=O)(=O)CN1N=CC(=C1)B1OC(C(O1)(C)C)(C)C